2-((4-(2-(dimethylamino)ethoxy)phenyl)amino)-5-ethynyl-8-phenylpyrido[2,3-d]pyrimidin-7(8H)-one CN(CCOC1=CC=C(C=C1)NC=1N=CC2=C(N1)N(C(C=C2C#C)=O)C2=CC=CC=C2)C